N[C@@H](C)C1=CC=C(C(=O)OC)C=C1 (S)-Methyl 4-(1-aminoethyl)benzoate